tert-butyl 4-(4-(bis(tert-butoxycarbonyl)amino)-5-(4,4,5,5-tetramethyl-1,3,2-dioxaborolan-2-yl)-7H-pyrrolo[2,3-d]pyrimidin-7-yl)piperidine-1-carboxylate C(C)(C)(C)OC(=O)N(C=1C2=C(N=CN1)N(C=C2B2OC(C(O2)(C)C)(C)C)C2CCN(CC2)C(=O)OC(C)(C)C)C(=O)OC(C)(C)C